COC1=CC=C2C=CC(OC2=C1CC(=C(C([2H])([2H])[2H])C([2H])([2H])[2H])[2H])=O 7-methoxy-8-(3-(methyl-d3)but-2-en-1-yl-2,4,4,4-d4)-2H-chromen-2-one